COC=1C=C2C=C(C(OC2=CC1)=O)C(=O)O 6-Methoxy-3-carboxycoumarin